[NH4+].[NH4+].P(=O)(O)(O)OCC(=O)OC1=C2[C@H]3[C@H](C(OC2=CC(=C1)CCCCC)(C)C)CC=C(C3)C (6aR,10aR)-6,6,9-trimethyl-3-pentyl-6a,7,10,10a-tetrahydro-6H-benzo[c]chromen-1-yl 2-(phosphonooxy)acetate di-ammonium salt